1-Pyridin-3-yl-1H-[1,2,3]triazole-4-carboxylic acid {2-[4-(3-fluoro-5-trifluoromethyl-phenoxy)-piperidin-1-yl]-2-oxo-ethyl}-amide FC=1C=C(OC2CCN(CC2)C(CNC(=O)C=2N=NN(C2)C=2C=NC=CC2)=O)C=C(C1)C(F)(F)F